C(C=C)N1C(N(C(=C1)C#N)C=C)C#N 1-allyl-3-vinylimidazoledinitrile